5-(5-(5-methoxypyridin-2-yl)-1-propionyl-4,5-dihydro-1H-pyrazol-3-yl)-4-methylthiophene COC=1C=CC(=NC1)C1CC(=NN1C(CC)=O)C1=C(C=CS1)C